8-[1-(2,2-difluoroethyl)-1H-pyrazolo[3,4-b]pyrazin-6-yl]-2-{[5-(trifluoromethyl)pyridin-2-yl]methyl}-2,8-diazaspiro[4.5]decan-3-one FC(CN1N=CC=2C1=NC(=CN2)N2CCC1(CC(N(C1)CC1=NC=C(C=C1)C(F)(F)F)=O)CC2)F